3-amino-2-(2,6-diethylphenyl)-6,6-dimethyl-2,6-dihydropyrrolo[3,4-c]Pyrazole-5(4H)-carboxylic acid tert-butyl ester C(C)(C)(C)OC(=O)N1C(C2=NN(C(=C2C1)N)C1=C(C=CC=C1CC)CC)(C)C